ClC=1C=C(N)C=C(C1OC=1C=C2C(=CN(C2=CC1)S(=O)(=O)C1=CC=C(C=C1)C)CC1CC1)Cl 3,5-Dichloro-4-[[3-(cyclopropylmethyl)-1-(4-methylbenzenesulfonyl)-indol-5-yl]oxy]aniline